(2,2,2-trifluoroacetyl)-2',3'-dihydro-1'H-spiro[cyclopropane-1,4'-isoquinoline]-7'-carboxylic acid ethyl ester C(C)OC(=O)C1=CC=C2C3(CNC(C2=C1)C(C(F)(F)F)=O)CC3